CC1=CC=CC(=N1)C=1N=C2N(C=CC=C2)C1C1=NC2=CC(=CN=C2C=C1)C=1C=NN2C1CNCC2 2-[2-(6-methyl-2-pyridyl)imidazo[1,2-a]pyridin-3-yl]-7-(4,5,6,7-tetrahydropyrazolo[1,5-a]pyrazin-3-yl)-1,5-naphthyridine